CS(=O)(=O)CCN1N=NC(=C1)CO [1-(2-methylsulfonylethyl)triazol-4-yl]methanol